ClC=1N=C(C2=C(N1)C(=CS2)CN2CC(C2)(F)F)N2[C@@H](COCC2)C (R)-4-(2-chloro-7-((3,3-difluoroazetidin-1-yl)methyl)thieno[3,2-d]pyrimidin-4-yl)-3-methylmorpholine